3-((4-(piperidin-4-yl)phenyl)amino)-5-(2-oxa-6-azaspiro[3.4]oct-6-yl)pyrazine-2-carboxamide N1CCC(CC1)C1=CC=C(C=C1)NC=1C(=NC=C(N1)N1CC2(COC2)CC1)C(=O)N